Cl.C1(=CC=CC=C1)N1N=C(N=N1)C1=CC=C(OC\C(\CN)=C/F)C=C1 (Z)-2-[[4-(2-phenyltetrazol-5-yl)phenoxy]methyl]-3-fluoro-prop-2-en-1-amine hydrochloride